Trans-6-(dimethylamino)-2-(4-(hydroxymethyl)cyclohexyl)-5-nitroisoindolin-1-one CN(C1=C(C=C2CN(C(C2=C1)=O)[C@@H]1CC[C@H](CC1)CO)[N+](=O)[O-])C